CC1=C(C=C(C#N)C=C1)C1CC2C(N(OC2(C)C)C)C(C1)C 4-methyl-3-(1,3,3,7-tetramethyloctahydrobenzo[c]isoxazol-5-yl)benzonitrile